N4-cyclopentyl-N2-(2-methoxy-4-(morpholinosulfonyl)phenyl)-7H-pyrrolo[2,3-d]pyrimidine-2,4-diamine C1(CCCC1)NC=1C2=C(N=C(N1)NC1=C(C=C(C=C1)S(=O)(=O)N1CCOCC1)OC)NC=C2